(O-methyl)hydroxylamine hydrochloride Cl.CON